6-chloro-3-[(2,4-difluorophenyl)-hydroxy-methylene]-5-[4-(3-hydroxycyclobutyl)phenyl]indolin-2-one ClC1=C(C=C2C(C(NC2=C1)=O)=C(O)C1=C(C=C(C=C1)F)F)C1=CC=C(C=C1)C1CC(C1)O